bismuth oxide [Bi]=O